FC1=CC=C(C=C1)C1=NC(=C(C#N)C=C1)C1=CC=NN1C1OCCCC1 6-(4-fluorophenyl)-2-(1-(tetrahydro-2H-pyran-2-yl)-1H-pyrazol-5-yl)nicotinonitrile